C(C)OP(OCC)(=O)COC[C@H]1O[C@H]([C@@H]2OC(O[C@@H]21)(C)C)CC2=CC=C1C(=NC(=NN12)Cl)NC1CCCC1 diethyl((((3aR,4R,6S,6aS)-6-((2-chloro-4-(cyclopentylamino)pyrrolo[2,1-f][1,2,4]triazin-7-yl)methyl)-2,2-dimethyltetrahydrofuro[3,4-d][1,3]dioxol-4-yl)methoxy)methyl)phosphonate